N-((R)-5-chloro-3-((S,1E,3E)-3,5-dimethylhepta-1,3-dien-1-yl)-7-hydroxy-7-methyl-6,8-dioxo-7,8-dihydroisoquinolin-2(6H)-yl)isonicotinamide ClC1=C2C=C(N(C=C2C([C@@](C1=O)(C)O)=O)NC(C1=CC=NC=C1)=O)\C=C\C(=C\[C@H](CC)C)\C